1-(3-(6-methoxy-3-(4-(trifluoromethyl)phenyl)-1H-indazol-1-yl)pyrrolidin-1-yl)prop-2-en-1-one COC1=CC=C2C(=NN(C2=C1)C1CN(CC1)C(C=C)=O)C1=CC=C(C=C1)C(F)(F)F